C(C)(C)(C)OC(=O)N(CC1CCC1)CC=1N(C2=CC(=CC=C2C1)CNC(=O)C=1N=C2N(N=CC=C2N2CCOCC2)C1)C(=O)OC(C)(C)C Tert-butyl 2-(((tert-butoxycarbonyl) (cyclobutylmethyl) amino) methyl)-6-((8-morpholinoimidazo[1,2-b]pyridazine-2-carboxamido) methyl)-1H-indole-1-carboxylate